9-(2-fluoro-2-methylpropyl)-3,9-diazaspiro[5.5]undecane FC(CN1CCC2(CCNCC2)CC1)(C)C